(S)-2-amino-4-hydroxy-N-(4-(3-(pyridin-4-yl)phenyl)thiazol-2-yl)butanamide N[C@H](C(=O)NC=1SC=C(N1)C1=CC(=CC=C1)C1=CC=NC=C1)CCO